1-[bis(dimethylamino)methylene]-1H-benzotriazolium 3-oxide CN(C)C(=[N+]1N=[N+](C2=C1C=CC=C2)[O-])N(C)C